NC=1C=CC(=NC1C)C=1N=NN(C1NC(O[C@H](C)C1=C(C=CC=C1)F)=O)C (R)-1-(2-fluorophenyl)ethyl (4-(5-amino-6-methylpyridin-2-yl)-1-methyl-1H-1,2,3-triazol-5-yl)carbamate